C[C@@H]1N(C[C@H](NC1)C)CC1=CC=C(C=C1)NC1=NC=CC(=N1)NC1=NC(=NC=C1)C1=NC(=CC=C1)C N2-[4-[[(2S,5R)-2,5-dimethylpiperazin-1-yl]methyl]phenyl]-N4-[2-(6-methyl-2-pyridyl)pyrimidin-4-yl]pyrimidine-2,4-diamine